tert-butyl ((6-(dimethylamino)-1-oxo-2,3-dihydro-1H-pyrrolo[3,4-c]pyridin-4-yl)methyl)(methyl)carbamate CN(C1=CC2=C(C(=N1)CN(C(OC(C)(C)C)=O)C)CNC2=O)C